N1=C(C=CC=C1)C=1C=CC2=C(N(C3=C(N=C2N2CCNCC2)C=CC=C3)C3CC3)C1 3-(pyridin-2-yl)-5-cyclopropyl-11-(piperazin-1-yl)-5H-dibenzo[b,e][1,4]diazepine